FC1=CC=C(C=C1)N1N=NC(=C1COC1=NC=2CCN(CC2C=C1)C(=O)NC1COCC1)C 2-{[1-(4-fluorophenyl)-4-methyl-1H-1,2,3-triazol-5-yl]methoxy}-N-(oxolan-3-yl)-5,6,7,8-tetrahydro-1,6-naphthyridine-6-carboxamide